N1C(=NC2=C1C=CC=C2)CNC2=NC(=NC=1N2N=CC1CC(F)F)N1CCOCC1 N-[(1H-benzimidazol-2-yl)methyl]-8-(2,2-difluoroethyl)-2-(morpholin-4-yl)pyrazolo[1,5-a][1,3,5]triazin-4-amine